NC=1C=CC2=C(N(CCO2)CS(=O)(=O)OCCC2(COC2)C2=CC(=CC=C2)C)C1 2-(3-(3-methylphenyl)oxetan-3-yl)ethanol (6-amino-2,3-dihydro-1,4-benzoxazin-4-yl)methanesulfonate